ClC1=CC(=C(C=N1)NC(=O)C1(CN(C1)S(=O)(=O)CCOC)C1=C(C=CC=C1)C(C)C)OC N-(6-chloro-4-methoxypyridin-3-yl)-3-(2-isopropylphenyl)-1-((2-methoxyethyl)sulfonyl)azetidine-3-carboxamide